2-(4-((5-Cyclopropyl-3-(3,5-dichloropyridin-4-yl)isoxazol-4-yl)methoxy)bicyclo[2.2.2]octan-1-yl)-5-(trifluoromethyl)chinolin C1(CC1)C1=C(C(=NO1)C1=C(C=NC=C1Cl)Cl)COC12CCC(CC1)(CC2)C2=NC1=CC=CC(=C1C=C2)C(F)(F)F